2-bromo-N-[(3,5-difluoropyridin-2-yl)methyl]-5-ethyl-1,3-thiazole BrC1SC(=CN1CC1=NC=C(C=C1F)F)CC